2,9'-bicarbazole C1=C(C=CC=2C3=CC=CC=C3NC12)N1C2=CC=CC=C2C=2C=CC=CC12